C(C)S(=O)(=O)C1=CC=C(C=C1)C(=O)N1CCN(CC1)C=1SC2=C(N1)C=CC(=C2)F (4-ethylsulfonylphenyl)-[4-(6-fluoro-1,3-benzothiazol-2-yl)piperazin-1-yl]methanone